5,5'-(1,2-phenylene)bis(1,2,3,4-tetrazole) C1(=C(C=CC=C1)C1=NN=NN1)C1=NN=NN1